2-pentene-1,4-diol C(C=CC(C)O)O